tert-butyl 4-(2'-fluoro-5'-(4-(trifluoromethyl)-6-(2-(trimethylsilyl)ethoxy)nicotinamido)-4'-((3S,5R)-3,4,5-trimethylpiperazin-1-yl)-[1,1'-biphenyl]-4-yl)piperazine-1-carboxylate FC1=C(C=C(C(=C1)N1C[C@@H](N([C@@H](C1)C)C)C)NC(C1=CN=C(C=C1C(F)(F)F)OCC[Si](C)(C)C)=O)C1=CC=C(C=C1)N1CCN(CC1)C(=O)OC(C)(C)C